5-[(4-methoxybenzyl)(4-dimethylaminobenzyl)aminocarbonyloxymethoxy]dimethylaminobenzene indole-pyruvate N1C(=CC2=CC=CC=C12)CC(C(=O)O)=O.COC1=CC=C(CC(OC=2C=CC=C(C2)N(C)C)OC(=O)NCC2=CC=C(C=C2)N(C)C)C=C1